COC(=O)C=1C=CC2=C(N(C(=N2)CC2=CC=C(C3=C2CCO3)Br)C[C@H]3OCC3)C1 (S)-2-((7-bromo-2,3-dihydrobenzofuran-4-yl)methyl)-1-(oxetane-2-ylmethyl)-1H-benzo[d]imidazole-6-carboxylic acid methyl ester